(5-(((tert-butyldimethylsilyl)oxy)methyl)-4-methyloxazol-2-yl)methanol [Si](C)(C)(C(C)(C)C)OCC1=C(N=C(O1)CO)C